3-methyl-7-(trifluoromethyl)-1,3-dihydroimidazo[1,2-a]pyrimidine-2,5-dione CC1C(NC=2N1C(C=C(N2)C(F)(F)F)=O)=O